C(C)(C)(C)C=1C(=C(CC2=C(C(=CC(=C2)C)CC2=C(C(=CC(=C2)C)C(C)(C)C)O)O)C=C(C1)C)O 2,6-bis(3-tert-butyl-5-methyl-2-hydroxybenzyl)-4-methyl-phenol